(1R,3S,4R)-2-(2-chloro-9-hydroxy-9H-fluorene-9-carbonyl)-N-((S)-1-cyano-2-((R)-2-oxopiperidin-3-yl)ethyl)-5,5-difluoro-2-azabicyclo[2.2.2]octane-3-carboxamide ClC1=CC=2C(C3=CC=CC=C3C2C=C1)(C(=O)N1[C@H]2CC([C@@H]([C@H]1C(=O)N[C@@H](C[C@@H]1C(NCCC1)=O)C#N)CC2)(F)F)O